N[C@@H](CC1=CC=CC=C1)C(=O)OCCCCCCCCCCCCCCC Pentadecyl L-phenylalaninate